(2-((R)-1-(3,4-difluorophenyl)-6-oxopiperidin-2-yl)-7-(3,5-dimethylisoxazol-4-yl)imidazo[1,2-a]pyridin-3-yl)cyclohex-3-ene-1-carboxylic acid FC=1C=C(C=CC1F)N1[C@H](CCCC1=O)C=1N=C2N(C=CC(=C2)C=2C(=NOC2C)C)C1C1(CC=CCC1)C(=O)O